NC1=C(C=C(C=N1)C=1C=C(C=CC1)C(=O)N1[C@@H](CCC1)CN1CCCC1)OCC1=C(C(=CC=C1F)F)Cl {3-[6-amino-5-(2-chloro-3,6-difluoro-benzyloxy)-pyridin-3-yl]-phenyl}-[(2S)-2-pyrrolidin-1-ylmethyl-pyrrolidin-1-yl]-methanone